FC1=CC2=C(C=C1F)[C@@H]1NCCC[C@@H]1O2 cis-7,8-difluoro-1,2,3,4,4a,9b-hexahydrobenzofuro[3,2-b]pyridine